OC1=C(C(=O)NCCCCCCCC(=O)O)C=CC(=C1)OC 8-[N-(2-hydroxy-4-methoxybenzoyl)amino]octanoic acid